3-((1R,4R)-4-hydroxy-4-methyl-cyclohexyl)urea OC1(CCC(CC1)NC(N)=O)C